BrCC=1N=NC(=CC1)Cl 3-(bromomethyl)-6-chloropyridazine